C(C(O)CC(=O)O)(=O)O (Z)-malic acid